methyl 1-methyl-5-(4,4,5,5-tetramethyl-1,3,2-dioxaborolan-2-yl)pyrrole-2-carboxylate CN1C(=CC=C1B1OC(C(O1)(C)C)(C)C)C(=O)OC